butylhydrazine oxalate salt C(C(=O)O)(=O)O.C(CCC)NN